N1C=NC2=C1C=CC(=C2)N2C(NCC2C2=CC=C(C=C2)C2CCCCC2)=O 1-(1H-benzo[d]imidazol-5-yl)-5-(4-cyclohexylphenyl)imidazolidin-2-one